ClC=1C=C(C=CC1F)NC(=O)C1=C(N=CN1C)C1CC2CC(CC2C1)(O)C1=C(C=NN1C)C#N N-(3-chloro-4-fluorophenyl)-4-(5-(4-cyano-1-methyl-1H-pyrazol-5-yl)-5-hydroxyoctahydropentalen-2-yl)-1-methyl-1H-imidazole-5-carboxamide